6-fluoro-5-(4-fluoro-3-(1H-pyrazol-3-yl)phenoxy)-4-(methylthio)-1-tosyl-1H-indole FC1=C(C(=C2C=CN(C2=C1)S(=O)(=O)C1=CC=C(C)C=C1)SC)OC1=CC(=C(C=C1)F)C1=NNC=C1